9-(3,4-dichlorophenyl)-3,4-dihydropyrido[2,1-c][1,2,4]thiadiazine 2,2-dioxide ClC=1C=C(C=CC1Cl)C1=CC=CN2C1=NS(CC2)(=O)=O